(E)-4-(((ethyl(methyl)amino)methylene)amino)-2,5-dimethylbenzoate C(C)N(C)\C=N\C1=CC(=C(C(=O)[O-])C=C1C)C